O=C(CONC[C@H](C)NC1=C(C(N(N=C1)COCC[Si](C)(C)C)=O)C(F)(F)F)N1CCN(CC1)C1=NC=C(C=N1)C(F)(F)F (S)-5-{[1-{[2-oxo-2-{4-[5-(trifluoromethyl)pyrimidin-2-yl]piperazin-1-yl}ethoxy]amino}Propan-2-yl]amino}-4-(trifluoromethyl)-2-{[2-(trimethylsilyl)ethoxy]methyl}pyridazin-3(2H)-one